CC(C[Si](OCC)(OCC)OCC)CS 2-methyl-3-mercaptopropyl-triethoxysilane